C1(=CC=CC=C1)P(C1=COC=C1P(C1=CC=CC=C1)C1=CC=CC=C1)C1=CC=CC=C1 3,4-bis(diphenylphosphino)furan